4-cyclobutylamino-2-(((1r,4r)-4-methoxycyclohexyl)amino)pyrimidine-5-carboxamide C1(CCC1)NC1=NC(=NC=C1C(=O)N)NC1CCC(CC1)OC